C(C1=CC=CC=C1)OC1(C2=NN=C(C3=C(C=C(C(N4C(COC[C@H]4CCCCC1)=O)=N3)C(F)(F)F)NC(OC(C)(C)C)=O)O2)C(F)(F)F tert-Butyl N-[(12R)-6-(benzyloxy)-16-oxo-6,19-bis(trifluoromethyl)-14,23-dioxa-3,4,17,22-tetraazatetracyclo[16.3.1.12,5.012,17]tricosa-1(21),2,4,18(22),19-pentaen-21-yl]carbamate